C(C)OC[C@H]1N(CC(C1)C1=CC=C(C=C1)C(F)(F)F)C1=NC=C(C(=O)O)C=C1 6-((2S)-2-(ethoxymethyl)-4-(4-(trifluoromethyl)phenyl)pyrrolidin-1-yl)nicotinic acid